CCC(C)CCCCCCCCCCCCCCCCCCCCCCCCCCCCCCCO The molecule is an ultra-long-chain primary fatty alcohol that is tetratriacontan-1-ol substituted by a methyl group at position 32. It derives from a tetratriacontan-1-ol.